2-((2-(2,6-dioxopiperidin-3-yl)-1,3-dioxoisoindolin-4-yl)amino)acetamide O=C1NC(CCC1N1C(C2=CC=CC(=C2C1=O)NCC(=O)N)=O)=O